N-(4-(pyridin-3-yl)phenyl)-N-(thiophen-3-ylmethyl)acetamide N1=CC(=CC=C1)C1=CC=C(C=C1)N(C(C)=O)CC1=CSC=C1